(S)-4-methyl-2-oxopyrrolidine-1-carboxylic acid tert-butyl ester C(C)(C)(C)OC(=O)N1C(C[C@@H](C1)C)=O